COC(=O)[C@@H]1[C@H]([C@@H](C(C1)(F)F)NC(=O)OC(C)(C)C)O (1S,2R,3S)-3-((tert-butoxycarbonyl)amino)-4,4-difluoro-2-hydroxycyclopentanecarboxylic acid methyl ester